N1(CCCCC1)C1=C(C=O)C=CC(=C1)C(F)(F)F 2-(piperidin-1-yl)-4-(trifluoromethyl)benzaldehyde